[Br-].BrC=1C=C(C=CC1)N1C=[N+](C=C1)C 1-(3-bromophenyl)-3-methyl-1H-imidazol-3-ium bromide